C(C)SC(CC=CC(C)=O)C 6-ethylthio-3-heptene-2-one